3-bromo-5-(trifluoromethyl)pyrazin-2-ol BrC=1C(=NC=C(N1)C(F)(F)F)O